(2S,4R)-N-(3-chloro-2-fluorobenzyl)-4-fluoro-4-methylpyrrolidine-2-carboxamide ClC=1C(=C(CNC(=O)[C@H]2NC[C@](C2)(C)F)C=CC1)F